ClC1=C(C=CC=C1)C(C)OC1=C(C=C(C=C1)NC(C=C)=O)F N-(4-(1-(2-chlorophenyl)ethoxy)-3-fluorophenyl)acrylamide